6-ethoxy-1,2-dihydro-1-hydroxy-2-oxo-4-pyridinecarboxylic acid methyl ester COC(=O)C1=CC(N(C(=C1)OCC)O)=O